ammonium fumaric acid salt C(\C=C\C(=O)[O-])(=O)[O-].[NH4+].[NH4+]